NC=1C(=C2C=NN(C2=CC1)CCOC)N1C[C@@H]([C@@H](C1)C)NC(OC(C)(C)C)=O tert-butyl ((3R,4R)-1-(5-amino-1-(2-methoxyethyl)-1H-indazol-4-yl)-4-methylpyrrolidin-3-yl)carbamate